P(=O)(O)(O)OC[C@H]([C@H]([C@@H]([C@H](C(=O)O)O)O)O)O 6-PHOSPHOGLUCONIC ACID